C=C1[C@@H]2[C@H](N([C@H](C1)CC2)C(=O)OC(C)(C)C)C(=O)OCC2=CC=CC=C2 3-benzyl 2-tert-butyl (1S,3S,4R)-5-methylidene-2-azabicyclo[2.2.2]octane-2,3-dicarboxylate